CC1=NCCC2=C1NC1=CC=CC=C21 1-methyl-4,9-dihydro-pyridino[3,4-b]indol